7-(8-chloronaphthalen-1-yl)-2-((1-methylpyrrolidin-2-yl)methoxy)-4-(4-(2,3,5,6-tetrafluoro-4-(methylthio)phenyl)piperazin-1-yl)-5,6,7,8-tetrahydropyrido[3,4-d]pyrimidine ClC=1C=CC=C2C=CC=C(C12)N1CC=2N=C(N=C(C2CC1)N1CCN(CC1)C1=C(C(=C(C(=C1F)F)SC)F)F)OCC1N(CCC1)C